C1(=CC(=CC=C1)C1=CN=C(C=2N1C=CN2)NC=2C=NN(C2)C2CCN(CC2)CCNC([O-])=O)C [2-[4-[4-[[5-(m-tolyl)imidazo[1,2-a]pyrazin-8-yl]amino]pyrazol-1-yl]-1-piperidyl]ethyl]carbamate